ClC=1C=C(C=NC1)CN1N=CC2=NC=C(C=C21)C2=C(C(=CC=C2)C(F)F)F 1-[(5-Chloro-3-pyridyl)methyl]-6-[3-(difluoromethyl)-2-fluoro-phenyl]pyrazolo[4,3-b]pyridine